CC=1C(=C(C=2CC3=CC=CC=C3C2C1)N(C=1C2(C3=CC4=CC=CC=C4C3=CC1)C=CC=C1C3=CC=CC=C3C=C12)C1=C(C(=C(C=2C3=CC=CC=C3CC12)C1=CC=CC2=CC=CC=C12)C)C)C (dimethylfluorenyl)(naphthyldimethylfluorenyl)(spirobifluorenyl)amine